O=C1C=C(N=C2N1C=C(S2)N2CCN(C1(CC1)C2)C(=O)OC(C)(C)C)OS(=O)(=O)C2=CC=C(C=C2)C tert-butyl 7-[5-oxo-7-(p-tolylsulfonyloxy)thiazolo[3,2-a]pyrimidin-2-yl]-4,7-diazaspiro[2.5]octane-4-carboxylate